3-(4-Cyclobutoxybenzyl)-1-(4-fluorobenzyl)-1-(2-(1-methylpyrrolidin-2-yl)ethyl)urea C1(CCC1)OC1=CC=C(CNC(N(CCC2N(CCC2)C)CC2=CC=C(C=C2)F)=O)C=C1